(±)-3-Benzyl 9-methyl 1,2,4a,5-tetrahydro-7H-benzo[e]pyrazino[2,1-c][1,4]oxazine-3,9(4H)-dicarboxylate C1CN(CC2COC3C(N21)=CC(=CC3)C(=O)OC)C(=O)OCC3=CC=CC=C3